3-(dimethylamino)tetrahydro-4H-pyran-4-one CN(C1COCCC1=O)C